8-((((2-(dimethylamino)ethyl)thio)carbonyl)((8-(((Z)-non-3-enoyl)oxy)octyl)oxy)amino)octyl (Z)-non-3-enoate C(C\C=C/CCCCC)(=O)OCCCCCCCCN(OCCCCCCCCOC(C\C=C/CCCCC)=O)C(=O)SCCN(C)C